S1C=NC2=C1C=CC=C2NC(C(C(=O)N[C@H]2C=C[C@H](C2)C(=O)OC(C)C)OC)=O isopropyl (1S,4R)-4-[[3-(1,3-benzothiazol-4-ylamino)-2-methoxy-3-oxo-propanoyl]amino]cyclopent-2-ene-1-carboxylate